C1(=CC=CC=C1)P(C1(C(=C2C=CC=CC2=CC1)C1=CC=CC2=CC=CC=C12)P(C1=CC=CC=C1)C1=CC=CC=C1)C1=CC=CC=C1 (S)-2,2-bis(diphenylphosphino)-1,1-Binaphthyl